C1(CC1)C#CC1=CC(=C(COC2=CC=CC(=N2)C=2CC=NCC2)C=C1)F 6-((4-(cyclopropylethynyl)-2-fluorobenzyl)oxy)-3',6'-dihydro-[2,4'-bipyridine]